C(C)(C)(C)C1=CC(=C(C(=C1)C)C=1NC2=CC=CC=C2C(C1)=O)OC1=C(C=C(C=C1)F)OC 2-[4-Tert-butyl-2-(4-fluoro-2-methoxy-phenoxy)-6-methyl-phenyl]-1H-quinolin-4-one